3-(2-Fluoro-4-hydroxybenzo[b]thiophene-5-yl)-6-{[(3R,5R)-5-fluoro-1-methylpiperidin-3-yl]amino}-4-methyl-5H,4H-1,2,4-triazine-5-one FC1=CC2=C(S1)C=CC(=C2O)C2=NN=C(C(N2C)=O)N[C@H]2CN(C[C@@H](C2)F)C